FC1(CCC(CC1)C(=O)N[C@@H](CCN1C2CC(CC1CC2)N2C(=NN=C2C)C(C)C)C2=CC=CC=C2)F 4,4-difluoro-N-{(1S)-3-[exo-3-(3-isopropyl-5-methyl-4H-1,2,4-triazol-4-yl)-8-azabicyclo[3.2.1]oct-8-yl]-1-phenylpropyl}cyclohexanecarboxamide